4-amino-5-(6-(piperidin-4-yl)-1H-benzo[d]imidazol-2-yl)thieno[2,3-b]pyridin-6(7H)-one hydrochloride Cl.NC=1C2=C(NC(C1C1=NC3=C(N1)C=C(C=C3)C3CCNCC3)=O)SC=C2